(5R)-2-(2-fluoro-4-methylsulfonylphenyl)-5-methyl-N-[(3S)-2-oxo-5-phenyl-1,3-dihydro-1,4-benzodiazepine-3-yl]-6,7-dihydro-5H-pyrazolo[5,1-b][1,3]Oxazine-3-carboxamide FC1=C(C=CC(=C1)S(=O)(=O)C)C1=NN2C(O[C@@H](CC2)C)=C1C(=O)N[C@@H]1C(NC2=C(C(=N1)C1=CC=CC=C1)C=CC=C2)=O